4-(7-phenylimidazo[1,5-a]quinoxalin-4-yl)morpholine C1(=CC=CC=C1)C=1C=C2N=C(C=3N(C2=CC1)C=NC3)N3CCOCC3